C(C)OC(C)=O.BrCC(=O)C1=CC(=CC=C1)O 2-bromo-3'-hydroxyacetophenone ethyl-acetate